7-methoxyimidazo[1,2-a]pyridine-3-carbaldehyde COC1=CC=2N(C=C1)C(=CN2)C=O